[Fe].C(C)OC(CCCCCCC[SiH3])(OCC)OCC triethoxyoctyl-silane iron